N-(1-cyano-1-methyl-ethyl)-4-[[2-(3-methyl-1,2,4-oxadiazol-5-yl)benzoyl]amino]pyridine-2-carboxamide C(#N)C(C)(C)NC(=O)C1=NC=CC(=C1)NC(C1=C(C=CC=C1)C1=NC(=NO1)C)=O